COC1=C(C=C2C=CC(=NC2=C1)C)C1=CN=C(N1)[C@H](CCCCCC(CC)=O)NC(=O)C1=NOC2(C1)CCN(CC2)C (S)-N-(1-(5-(7-methoxy-2-methylquinolin-6-yl)-1H-imidazol-2-yl)-7-oxononyl)-8-methyl-1-oxa-2,8-diazaspiro[4.5]dec-2-ene-3-carboxamide